O1N=C(C2=C1C=CC=C2)NS(=O)(=O)C2=C(C=CC(=C2)CC)OC N-(benzo[d]isoxazol-3-yl)-5-ethyl-2-methoxybenzenesulfonamide